C(C)(C)C(C(C)C)=C(C(=O)OC)C(=O)OC dimethyl (diisopropylmethylene)malonate